C(CCOCCOCCOCCOCCOCCOCCOCCOCCOCCOCCOCCOCCOCCOCCOCCOCCOCCOCCOCCOCCOCCOCCOCCOCCOCCC(=O)OC1=C(C(=CC(=C1F)F)F)F)(=O)OC1=C(C(=CC(=C1F)F)F)F bis(2,3,5,6-tetrafluorophenyl) 4,7,10,13,16,19,22,25,28,31,34,37,40,43,46,49,52,55,58,61,64,67,70,73,76-pentacosaoxanonaheptacontanedioate